tert-butyl [5-(4-bromo-3,5-dimethoxyphenyl)-5-oxopentyl]carbamate BrC1=C(C=C(C=C1OC)C(CCCCNC(OC(C)(C)C)=O)=O)OC